BrC1=CC=2C(C=N1)=NN(C2)C2C(CCCC2)(O)CO (5-bromopyrazolo[3,4-c]pyridin-2-yl)-1-(hydroxymethyl)cyclohexanol